BrC=1C=C(C=CC1F)C(C)(C)NC(OC1CN2CCC1CC2)=O 1-azabicyclo[2.2.2]oct-3-yl [2-(3-bromo-4-fluorophenyl)propan-2-yl]carbamate